ClC(CC1=CC=C(C=C1)C(F)(F)F)N(CC1=CC=CC=C1)C chloro-N-methyl-N-(phenylmethyl)-4-(trifluoromethyl)phenethylamine